Hexylethylphosphinat C(CCCCC)P([O-])(=O)CC